O(C1=CC=CC=C1)C(COP)OC1=CC=CC=C1 diphenoxyethoxyphosphine